BrC1=CC=C(CN(C(OC(C)(C)C)=O)C)C=C1 Tert-butyl (4-bromobenzyl)(methyl)carbamate